Natrium tricyanoimidazolat C(#N)C1=C(N=C([N-]1)C#N)C#N.[Na+]